COC=1N([C@H]2[C@H](O)[C@H](O)[C@@H](CO)O2)C=2N=CN=C(C2N1)N 8-methoxy-adenosine